(R)-3-(4-((4-((R)-3-amino-2-hydroxypropoxy)-3-methylphenyl)ethynyl)phenoxy)propane-1,2-diol NC[C@H](COC1=C(C=C(C=C1)C#CC1=CC=C(OC[C@@H](CO)O)C=C1)C)O